4,4'-(4-chloro-1-(4-(piperazin-1-yl)phenyl)but-1-ene-1,2-diyl)diphenol ClCCC(=C(C1=CC=C(C=C1)N1CCNCC1)C1=CC=C(C=C1)O)C1=CC=C(C=C1)O